5-amino-N-(4-(3,4-difluorophenyl)-5-(pyridine-2-yl)thiazol-2-yl)-3-methylpyridine-2-sulfonamide NC=1C=C(C(=NC1)S(=O)(=O)NC=1SC(=C(N1)C1=CC(=C(C=C1)F)F)C1=NC=CC=C1)C